4',5-di-t-butyl-[1,1'-biphenyl]-2-amine C(C)(C)(C)C1=CC=C(C=C1)C=1C(=CC=C(C1)C(C)(C)C)N